4-((1-(o-tolylsulfonyl)piperidin-4-yl)oxy)thieno[3,2-d]pyrimidine C1(=C(C=CC=C1)S(=O)(=O)N1CCC(CC1)OC=1C2=C(N=CN1)C=CS2)C